C(C)OC(=O)C1=CN(C2=CC(=C(C=C2C1=O)Cl)F)C=1C=NC(=CC1)NC(=O)OC(C)(C)C 1-{6-[(tert-butoxycarbonyl)amino]pyridin-3-yl}-6-chloro-7-fluoro-4-oxoquinoline-3-carboxylic acid ethyl ester